FC1(C[C@@]12CN(CC2)C2=CC(=C(C=N2)[C@H]2CN(CC2)C(C=C)=O)C2=NN(C=C2)C)F (S,S)-1-(3-(6-(1,1-difluoro-5-azaspiro[2.4]heptan-5-yl)-4-(1-methyl-1H-pyrazol-3-yl)pyridin-3-yl)pyrrolidin-1-yl)prop-2-en-1-one